tert-butyl 2-(2-bromoacetyl)piperidine-1-carboxylate BrCC(=O)C1N(CCCC1)C(=O)OC(C)(C)C